C1(=CC(=CC=C1)NC(=O)C1C(=NN(C1=O)C1=CC=CC=C1)C)C1=CC=CC=C1 N-([1,1'-biphenyl]-3-yl)-3-methyl-5-oxo-1-phenyl-4,5-dihydro-1H-pyrazole-4-carboxamide